2-(4-aminopiperidin-1-yl)-8-isopropylpyrazolo[1,5-a][1,3,5]triazine NC1CCN(CC1)C1=NC=2N(C=N1)N=CC2C(C)C